2-(4-chlorophenyl)-3-hydroxypropionic acid ClC1=CC=C(C=C1)C(C(=O)O)CO